C(C)(C)C(C(C)C)N1C=2N=C(NC(C2N=C1)=O)CC1=C(C=CC=C1)OCCN1CCOCC1 9-(1-isopropyl-2-methyl-propyl)-2-[2-(2-morpholin-4-yl-ethoxy)-benzyl]-1,9-dihydro-purin-6-one